COC1=C(CN(S(=O)(=O)C2CC2)CC2=CC(=C(C=C2)N2N=C(C=3C=NC(=CC32)C=3C=NN2C3N=CC=C2)C)OC)C=CC(=C1)OC N-(2,4-dimethoxybenzyl)-N-(3-methoxy-4-(3-methyl-6-(pyrazolo[1,5-a]pyrimidin-3-yl)-1H-pyrazolo[4,3-c]pyridin-1-yl)benzyl)cyclopropanesulfonamide